CC([C@@H](C(=O)N1[C@@H](C[C@H](C1)O)C(=O)N[C@@H](C)C1=CC=C(C=C1)C1=C(N=CS1)C)NC(CCCCCCNC(=O)[C@@H]1CNCC1)=O)(C)C (2S,4R)-1-((S)-3,3-dimethyl-2-(7-((S)-pyrrolidine-3-carboxamido)heptanamido)butanoyl)-4-hydroxy-N-((S)-1-(4-(4-methylthiazol-5-yl)phenyl)ethyl)pyrrolidine-2-carboxamide